6-chloro-3-(3-((6-fluoronaphthalen-1-yl)oxy)propyl)-1-(2-(piperazin-1-yl)ethyl)-7-(pyrazolo[1,5-a]pyrazin-3-yl)-1H-indole-2-carboxylic acid ClC1=CC=C2C(=C(N(C2=C1C=1C=NN2C1C=NC=C2)CCN2CCNCC2)C(=O)O)CCCOC2=CC=CC1=CC(=CC=C21)F